6-nona-dienol C=CC=CCC(CCC)O